FC(C1(CC1)N1C(=NN=C1)C1=CC=CC(=N1)N1CC=2C=NC=CC2C1=O)(F)F 2-(6-(4-(1-(trifluoromethyl)cyclopropyl)-4H-1,2,4-triazol-3-yl)pyridin-2-yl)-2,3-dihydro-1H-pyrrolo[3,4-c]pyridin-1-one